CNS(=O)(=O)C=1C=C2C(=CN(C2=CC1)C1=CC=C(C=C1)C(F)(F)F)C1=CC=CC=C1 N-methyl-3-phenyl-1-(4-(trifluoromethyl)phenyl)-1H-indole-5-sulfonamide